C(#N)C1=NC=C(C(=C1)C1=CC=2N(C=C1)N=C(C2)NC(=O)C2CC2)O[C@H]2CN(CC2)CCOC (R)-N-[5-[2-cyano-5-[(3R)-1-(2-methoxyethyl)pyrrolidin-3-yl]oxy-4-pyridyl]pyrazolo[1,5-a]pyridin-2-yl]cyclopropanecarboxamide